(R)-N-((S)-(3-amino-4-fluorophenyl)(3-cyanophenyl)methyl)-2-methylpropane-2-sulfinamide NC=1C=C(C=CC1F)[C@@H](N[S@](=O)C(C)(C)C)C1=CC(=CC=C1)C#N